C(C(=O)[O-])[As](=O)(O)O The molecule is a monocarboxylic acid anion resulting from the removal of a proton from the carboxy group of arsonoacetic acid. It is a conjugate base of an arsonoacetic acid.